FC(C=1C(=C(C=CC1)[C@@H](C)NC=1C2=C(N=CN1)N=C(C(=C2)[N+]2(CCS(CC2)(=O)=O)[O-])OC2COC2)F)F (R)-4-(4-((1-(3-(difluoromethyl)-2-fluorophenyl)ethyl)amino)-7-(oxetan-3-yloxy)pyrido[2,3-d]pyrimidin-6-yl)thiomorpholine 4-oxide 1,1-dioxide